(1R,2S,5S)-6,6-dimethyl-3-azabicyclo[3.1.0]hexane-2-sulfonate CC1([C@H]2CN[C@H]([C@@H]12)S(=O)(=O)[O-])C